4-[5-(aminomethyl)pyrimidin-2-yl]-3-[6-(cyclopropylamino)-2-methylpyrimidin-4-yl]oxybenzonitrile NCC=1C=NC(=NC1)C1=C(C=C(C#N)C=C1)OC1=NC(=NC(=C1)NC1CC1)C